CC1=CC=C(C=C1)S(=O)(=O)OCCOCCOCCOCCOCCOCCOCCOCCOCCOCCOCC(OC)OC 2-[2-[2-[2-[2-[2-[2-[2-[2-[2-(2,2-dimethoxyethoxy)ethoxy]ethoxy]ethoxy] ethoxy] ethoxy]ethoxy]ethoxy]ethoxy]ethoxy]ethyl 4-methylbenzenesulfonate